3-fluoro-6-methyl-5-(trifluoromethyl)pyridin-2-amine FC=1C(=NC(=C(C1)C(F)(F)F)C)N